(S)-2-amino-N-(1-(8-((1-methyl-1H-pyrazol-4-yl)ethynyl)-1,1-dioxo-2-phenyl-2H-benzo[e][1,2]thiazin-3-yl)ethyl)pyrazolo[1,5-a]pyrimidine-3-carboxamide NC1=NN2C(N=CC=C2)=C1C(=O)N[C@@H](C)C=1N(S(C2=C(C1)C=CC=C2C#CC=2C=NN(C2)C)(=O)=O)C2=CC=CC=C2